C1(=CC=CC=C1)[O-].C1(=CC=CC=C1O)C o-cresol phenolate